C(C1=CC=CC=C1)C=1OC2=C(C1C(C1=CC=C(C=C1)Cl)=O)C=CC(C2)C 2-benzyl-3-(4-chlorobenzoyl)-6-methyl-6,7-dihydrobenzofuran